C(#N)C(C)OC(C=1C(C(=O)O)=CC(C(=O)O)=CC1C1(N=CC=N1)CCCCCCCCCCC)=O.BrC1=C(N)C(=CC(=C1)SC(F)(F)F)Cl 2-bromo-6-chloro-4-(trifluoromethylsulfanyl)aniline 1-cyanoethyl-2-undecylimidazole-trimellitate